C(#N)C[C@@H]1N(CCN(C1)C1=NC(=NC=2C[C@@]3(CCC12)CC1=CC=CC=C1CC3)SC)C(=O)OC(C)(C)C tert-butyl (S)-2-(cyanomethyl)-4-((S)-2'-(methylthio)-3,4,5',8'-tetrahydro-1H,6'H-spiro[naphthalene-2,7'-quinazolin]-4'-yl)piperazine-1-carboxylate